N-(2-aminophenyl)-4-((4-(((2-phenylcyclopropyl)amino)methyl)-1H-pyrazol-1-yl)methyl)benzamide TFA salt OC(=O)C(F)(F)F.NC1=C(C=CC=C1)NC(C1=CC=C(C=C1)CN1N=CC(=C1)CNC1C(C1)C1=CC=CC=C1)=O